pyridin-4-ylmethyl (4-((1-(2,2-difluoroethyl)piperidin-4-yl)methyl)phenyl)carbamate FC(CN1CCC(CC1)CC1=CC=C(C=C1)NC(OCC1=CC=NC=C1)=O)F